2-[[(1R)-1-(6-bromo-3-methyl-4-oxo-2-tetrahydropyran-4-yl-quinazolin-8-yl)ethyl]amino]benzoic acid BrC=1C=C2C(N(C(=NC2=C(C1)[C@@H](C)NC1=C(C(=O)O)C=CC=C1)C1CCOCC1)C)=O